ClC/C=C/C(=O)NC=1C=C2C(=C(C(=NC2=CC1OCC)CC)C#N)NC1=CC=CC=C1 (E)-4-chloro-N-(3-cyano-7-ethoxy-2-ethyl-4-(phenylamino)quinolin-6-yl)but-2-enamide